C12CN(CC(N1)C2)C=2OC1=C(N2)C=C(C=C1C=1SC=CN1)C(C(F)(F)F)OCC(F)(F)F 2-(3,6-diazabicyclo[3.1.1]heptan-3-yl)-7-(thiazol-2-yl)-5-(2,2,2-trifluoro-1-(2,2,2-trifluoroethoxy)ethyl)benzo[d]oxazole